NC=1C=CC(=C(C1)B(O)O)CN(C)C (5-amino-2-((dimethylamino)methyl)phenyl)boronic acid